5-(2-Fluoro-6-methoxyphenyl)-3-(1-methyl-1H-pyrazol-4-yl)-1H-pyrazolo[4,3-c]pyridazin-6(5H)-on FC1=C(C(=CC=C1)OC)N1N=C2C(=CC1=O)NN=C2C=2C=NN(C2)C